NC=1C=2N(C3=CC(=C(C=C3N1)F)C(=O)N1[C@@H]3[C@H](CCC1)OCC1=NC(=CC=C13)C(F)(F)F)C=NC2C (4-amino-7-fluoro-3-methylimidazo[1,5-a]quinoxalin-8-yl)((4aS,10bS)-8-(trifluoromethyl)-2,3,4,4a,6,10b-hexahydro-1H-pyrano[3,2-b:5,4-b']dipyridin-1-yl)methanone